ClC1=NN=C2N1C1=CC=C(C=C1C(=N2)N(C2=CC(=CC=C2)C=2C=NC(=CC2)C(F)(F)F)C)F chloro-7-fluoro-N-methyl-N-[3-[6-(trifluoromethyl)-3-pyridinyl]phenyl]-[1,2,4]triazolo[4,3-a]quinazolin-5-amine